OC=1NC(SC1CC1=CC=C(C=C1)C(C=CC1=CC(=C(C=C1)OCOC)OC)=O)=O 4-Hydroxy-5-[[4-[3-[3-methoxy-4-(methoxymethoxy)phenyl]prop-2-enoyl]phenyl]methyl]-3H-1,3-thiazol-2-one